tert-butyl-dimethyl-[2-[5-(trifluoromethyl)-2-trimethylsilyl-3-thienyl]ethoxy]silane C(C)(C)(C)[Si](OCCC1=C(SC(=C1)C(F)(F)F)[Si](C)(C)C)(C)C